ClC1=CC(=CC(=N1)N1CCN(CC1)S(=O)(=O)C1=CC=C(C=C1)NC(C1=CC=C(C=C1)CCNCCCN1CCOCC1)=O)C(F)(F)F N-[4-[4-[6-chloro-4-(trifluoromethyl)-2-pyridyl]piperazin-1-yl]sulfonylphenyl]-4-[2-(3-morpholinopropylamino)ethyl]benzamide